CC1(CN=CC2=CC=C(C=C12)C1=NC(=NC=C1)NC1=CC(=CC=C1)S(=O)(=O)N1CCOCC1)C 4,4-Dimethyl-6-(2-((3-(morpholinosulfonyl)phenyl)amino)pyrimidin-4-yl)-3,4-dihydroisoquinoline